2-[4-[[(3R)-1-ethyl-3-piperidyl]amino]-1H-pyrazolo[3,4-d]pyridazin-7-yl]-3-methyl-5-(trifluoromethyl)phenol C(C)N1C[C@@H](CCC1)NC1=C2C(=C(N=N1)C1=C(C=C(C=C1C)C(F)(F)F)O)NN=C2